(4-(hydroxymethyl)-4-methylcyclohexyl)carbamic acid tert-butyl ester C(C)(C)(C)OC(NC1CCC(CC1)(C)CO)=O